C(C)(C)(C)OC(COCCOCCC)=O propoxyethoxyacetic acid tert-butyl ester